(5S,7aS)-5-hydroxymethyl-2-methylenetetrahydro-1H-pyrrolizine OC[C@H]1N2CC(C[C@@H]2CC1)=C